C(C)(=O)C1=C(N(C(=C1)[C@H]1[C@@H](C1)CCC#N)C1=CC=C(C#N)C=C1)C |r| (±)-4-(3-acetyl-5-((1r,2r)-2-(2-cyanoethyl)cyclopropyl)-2-methyl-1H-pyrrol-1-yl)benzonitrile